CN1N=C(N=C1)C=1C=C(C=CC1)N1C2=C(C=CC1=C=O)NN=C2NC(=O)C2CC2 N-(4-(3-(1-methyl-1H-1,2,4-triazol-3-yl)phenyl)-5-carbonyl-4,5-dihydro-1H-pyrazolo[4,3-b]pyridin-3-yl)cyclopropanecarboxamide